N-(6-(N-(tert-Butyl)sulfamoyl)pyridin-2-yl)-4-(methylsulfonamido)-2-(6-azaspiro[2.5]octan-6-yl)benzamide C(C)(C)(C)NS(=O)(=O)C1=CC=CC(=N1)NC(C1=C(C=C(C=C1)NS(=O)(=O)C)N1CCC2(CC2)CC1)=O